N1(N=NN=C1C1=NN=NN1O)O 1H,1'H-[5,5'-bitetrazole]-1,1'-diol